tert-butyl 4-(4-amino-2-fluorophenyl)-2,2-dimethylpiperazine-1-carboxylate NC1=CC(=C(C=C1)N1CC(N(CC1)C(=O)OC(C)(C)C)(C)C)F